C(C)(C)(C)OC(=O)NCC=1N=C2N(C=C(C=C2/C=C/C(=O)OCC)C2CC2)C1 ethyl (E)-3-(2-(((tert-butoxycarbonyl)amino)methyl)-6-cyclopropylimidazo[1,2-a]pyridin-8-yl)acrylate